tert-butyl methyl(2-(prop-2-yn-1-yloxy)ethyl)carbamate CN(C(OC(C)(C)C)=O)CCOCC#C